i-nonanol C(CCCCCC(C)C)O